FC(C=1C(=NC(=NC1)NC1CCN(CC1)S(=O)(=O)C)C1=CN=C(S1)C)F 5-(Difluoromethyl)-N-(1-methylsulfonylpiperidin-4-yl)-4-(2-methyl-1,3-thiazol-5-yl)pyrimidin-2-amine